ClC1=CC(=C(C=C1)[C@@H]1OC2=C(C=CC=C2C=C1F)C1CCN(CC1)CC1=NC=2C(=NC(=CC2)C(=O)O)N1C[C@H]1OCC1)F 2-((4-((S)-2-(4-chloro-2-fluorophenyl)-3-fluoro-2H-chromen-8-yl)piperidin-1-yl)methyl)-3-(((S)-oxetan-2-yl)methyl)-3H-imidazo[4,5-b]pyridine-5-carboxylic acid